2,4-dimethyl-3-hydroxyethylpyrrole CC=1NC=C(C1CCO)C